C1(CCC1)C=1C(=NN(C1NC(=O)C1(CC1)C(F)(F)F)CC(F)(F)F)C1=CC=C(C=C1)F N-(4-cyclobutyl-3-(4-fluorophenyl)-1-(2,2,2-trifluoroethyl)-1H-pyrazol-5-yl)-1-(trifluoromethyl)cyclopropane-1-carboxamide